dispiro[2.1.25.23]nonan-4-one C1CC12C(C1(CC1)CC2)=O